2-(Cyclopropylmethylamino)propionitrile hydrochloride Cl.C1(CC1)CNC(C#N)C